O1C=NC2=C1C=1C(CCC1C=C2)CCNC(C)=O N-[2-(7,8-dihydro-6H-indeno[5,4-d][1,3]oxazol-8-yl)ethyl]acetamide